C(C)(C)SC1=CC=CC(=N1)C=1C=C2CCC(OC2=CC1)CCC(=O)O 3-[6-(6-isopropylsulfanyl-pyridin-2-yl)-chroman-2-yl]-propionic acid